5-iodo-2-methyl-tetrazole IC=1N=NN(N1)C